CCC(=O)N(C1=CC=CC=C1)C2(CCN(CC2)CCC3=CC=CC=C3)C(=O)OC The molecule is a monocarboxylic acid amide resulting from the formal condensation of the aryl amino group of methyl 4-anilino-1-(2-phenylethyl)piperidine-4-carboxylate with propanoic acid. It has a role as a mu-opioid receptor agonist, an opioid analgesic and a tranquilizing drug. It is a member of piperidines, a methyl ester, a tertiary amino compound and a tertiary carboxamide.